NC1=CC=C(C(=O)C2=CC=C(C=C2)N)C=C1 4,4'-diaminoBenzophenone